bromo-6-chlorohexane BrCCCCCCCl